4-(3-(piperidin-1-yl)propylamino)-1,6-naphthyridin N1(CCCCC1)CCCNC1=CC=NC2=CC=NC=C12